[6-[[1-(2,2,2-trifluoroethyl)pyrazol-3-yl]methyl]-2,6-diazaspiro[3.3]heptan-2-yl]-[6-[3-(trifluoromethyl)-1,2,4-triazol-1-yl]-2-azaspiro[3.3]heptan-2-yl]methanone FC(CN1N=C(C=C1)CN1CC2(CN(C2)C(=O)N2CC3(C2)CC(C3)N3N=C(N=C3)C(F)(F)F)C1)(F)F